CN(CCNC(C=C)=O)C N,N-dimethylacryloyl-ethylenediamine